rac-(5r,7r)-N-(2,2-difluoroethyl)-7-fluoro-N-(2-methoxyethyl)-5-phenyl-6,7-dihydro-5H-pyrrolo[1,2-b][1,2,4]triazole-2-carboxamide FC(CN(C(=O)C=1N=C2N(N1)[C@H](C[C@H]2F)C2=CC=CC=C2)CCOC)F |r|